[Cl-].[Cl-].C[SiH](C)[Zr+2](C1C=CC=2CCCCC12)C1C=CC=2CCCCC12 Dimethylsilylbis(4,5,6,7-tetrahydro-1-indenyl)zirconium dichloride